FC1=CC=C(CCN[C@H](C(=O)C2=CNC3=CC(=CC=C23)C2=NC=CC=C2)C2=CC=CC=C2)C=C1 |r| (S)- and (R)-2-((4-fluoro-phenethyl)amino)-2-phenyl-1-(6-(pyridin-2-yl)-1H-indol-3-yl)ethan-1-one